7-(tert-butyl)-6-ethyl-2,3-dioxo-1-(4-phenyl-3,4-dihydro-2H-benzo[b][1,4]oxazin-6-yl)-1,2,3,4-tetrahydrothieno[2,3-b]pyrazine-6,7-dicarboxylate C(C)(C)(C)C1(C(SC=2NC(C(N(C21)C2=CC1=C(OCCN1C1=CC=CC=C1)C=C2)=O)=O)(C(=O)[O-])CC)C(=O)[O-]